C(C)OC(C(C(C(F)F)=O)=CN(C)C)=O Ethyl-2-((dimethylamino) methylene)-4,4-difluoro-3-oxobutanoate